FC=1C=C(C=C(C1)OC)[C@@H](CO)NC([C@@H](C)N1C(N2C(CC1)=CC(=C2)C2=NC(=NC=C2C)NC2=CC=NN2C)=O)=O (R)-N-((S)-1-(3-Fluoro-5-methoxyphenyl)-2-hydroxyethyl)-2-(6-(5-methyl-2-((1-methyl-1H-pyrazol-5-yl)amino)pyrimidin-4-yl)-1-oxo-3,4-dihydropyrrolo[1,2-c]pyrimidin-2(1H)-yl)propanamide